(acetylthio)estra-1,3,5(10)-trien-3-ol acetate C(C)(=O)OC1=CC=2CC[C@H]3[C@@H]4CCC[C@@]4(CSC(C)=O)CC[C@@H]3C2C=C1